[1-[[4-(azetidin-3-yl)-2,6-dimethyl-phenyl]methyl]-4-methyl-4-piperidyl] acetate C(C)(=O)OC1(CCN(CC1)CC1=C(C=C(C=C1C)C1CNC1)C)C